2-(2-Chlorophenyl)-4-[3-(di-methylamino)phenyl]-5-methyl-1H-pyrazolo[4,3-c]pyridine-3,6-dione ClC1=C(C=CC=C1)N1NC=2C(=C(N(C(C2)=O)C)C2=CC(=CC=C2)N(C)C)C1=O